tert-butyl (2R)-2-{[(3-chloro-4-methoxypyridin-2-yl)oxy] methyl}pyrrolidine-1-carboxylate ClC=1C(=NC=CC1OC)OC[C@@H]1N(CCC1)C(=O)OC(C)(C)C